6-Methoxy-4-[rel-(1S)-1-methoxyethyl]-1,5-naphthyridin-3-amine COC=1N=C2C(=C(C=NC2=CC1)N)[C@H](C)OC |o1:13|